CC=1SC(=C(N1)C(=O)O)NS(=O)(=O)C1=C(C=C(C=C1C)C)C 2-methyl-5-[(2,4,6-trimethylphenyl)sulfonylamino]-1,3-thiazole-4-carboxylic acid